4-(4'-(1,5-dimethyl-1H-1,2,3-triazol-4-yl)-[1,1'-biphenyl]-4-yl)-1H-1,2,3-triazole-5-carboxylic acid CN1N=NC(=C1C)C1=CC=C(C=C1)C1=CC=C(C=C1)C=1N=NNC1C(=O)O